Tert-butyl 8-methyl-7-[2-({4-[(1H-1,2,4-triazol-1-yl)methyl]phenyl}amino)-5H,6H,7H,8H-pyrido[3,4-d]pyrimidin-7-yl]-1H,2H,3H-pyrido[2,3-b][1,4]oxazine-1-carboxylate CC1=C(C=NC=2OCCN(C21)C(=O)OC(C)(C)C)N2CC=1N=C(N=CC1CC2)NC2=CC=C(C=C2)CN2N=CN=C2